BrCCCCCCCC(=O)OCCCCCCCCCCCC dodecyl 8-bromooctanoate